(4-(dimethylamino)thiophen-2-yl)boronic acid CN(C=1C=C(SC1)B(O)O)C